COC1=C(C=C2C(=NC=NC2=C1)NC1=CC=CC2=CC=CC=C12)OC1CC2CCC(C1)N2C(C#C)=O 1-(3-((7-methoxy-4-(naphthalen-1-ylamino)quinazolin-6-yl)oxy)-8-azabicyclo[3.2.1]octan-8-yl)prop-2-yn-1-one